4-hexyl-phenol C(CCCCC)C1=CC=C(C=C1)O